FC1=C(NC=2C(=NC(=C(N2)NC)C=2C3=C(C=NC2)N(C=N3)C)C(=O)N)C=CC(=C1F)CN1CCOCC1 3-[2,3-Difluoro-4-(morpholinomethyl)anilino]-5-(methylamino)-6-(3-methylimidazo[4,5-c]pyridin-7-yl)pyrazine-2-carboxamide